dimethyl 5-(3-methoxy-3-oxo-propyl)benzene-1,3-dicarboxylate COC(CCC=1C=C(C=C(C1)C(=O)OC)C(=O)OC)=O